C(C)OC(=O)C=1C(C=C2N(C(CC3=CC(=C(C=C23)OC)C=2C=NNC2)C(C)(C)C)C1)=O 6-tert-butyl-10-methoxy-2-oxo-9-(1H-pyrazol-4-yl)-6,7-dihydro-2H-pyrido[2,1-a]isoquinoline-3-carboxylic acid ethyl ester